2-[(2-iodo-5-methyl-imidazol-1-yl)methoxy]ethyl-trimethyl-silane IC=1N(C(=CN1)C)COCC[Si](C)(C)C